(2-chloro-4-(methylamino)pyrrolo[2,1-f][1,2,4]triazine-7-yl)methanol ClC1=NN2C(C(=N1)NC)=CC=C2CO